NC([C@H](CCC(=O)OC(C)(C)C)N1C(C2=CC=C(C(=C2C1)F)B1OC(C(O1)(C)C)(C)C)=O)=O tert-butyl (s)-5-amino-4-(4-fluoro-1-oxo-5-(4,4,5,5-tetramethyl-1,3,2-dioxaborolan-2-yl)isoindolin-2-yl)-5-oxopentanoate